FC1=CC=C2C(CC3(CC3)OC2=C1)CS(=O)(=O)N (7-fluorospiro-[chromane-2,1'-cyclopropan]-4-yl)-methane-sulfonamide